CC(C(=O)O[C@H]1[C@@H](OC([C@H](COC([C@@H]1CC1=CC=CC=C1)=O)NC(=O)C1=NC=CC(=C1OC(C)=O)OC)=O)C)C [(3S,6S,7R,8R)-8-benzyl-3-[(3-acetoxy-4-methoxy-pyridine-2-carbonyl)-amino]-6-methyl-4,9-dioxo-1,5-dioxonan-7-yl] 2-methylpropanoate